NC1=NC(=C(C=2N1C(N(N2)COCC[Si](C)(C)C)=O)C2=CC1=C(N=CO1)C(=C2)C)C2=CC=C(C=C2)F 5-amino-7-(4-fluorophenyl)-8-(4-methylbenzo[d]oxazol-6-yl)-2-((2-(trimethylsilyl)ethoxy)methyl)-[1,2,4]triazolo[4,3-C]pyrimidin-3(2H)-one